(S)-N-methyl-6-(1-methyl-1H-pyrazol-4-yl)-2,3-dihydrobenzo-furan-3-amine CN[C@@H]1COC2=C1C=CC(=C2)C=2C=NN(C2)C